C(C)(C)(C)OC(=O)N1[C@@H](CCC1)[C@H](O)C#N (S)-2-((S)-cyano(hydroxy)methyl)pyrrolidine-1-carboxylic acid tert-butyl ester